C(#N)C=1C=CC(=C(C1)C1=CC(=NC=C1C(=O)NC=1SC=2CN(CCC2N1)C(=O)[C@H]1COCC1)C)OC |o1:28| (R or S)-4-(5-cyano-2-methoxyphenyl)-6-methyl-N-(5-(tetrahydrofuran-3-carbonyl)-4,5,6,7-tetrahydrothiazolo[5,4-c]pyridin-2-yl)nicotinamide